BrCCCCCCCCCCSC1=C2CN(C(C2=CC=C1)=O)C1C(NC(CC1)=O)=O 3-(4-((10-bromodecyl)thio)-1-oxoisoindolin-2-yl)piperidine-2,6-dione